(R)-7-bromo-8-hydroxy-3,5-dimethylisochroman-1-one BrC1=CC(=C2C[C@H](OC(C2=C1O)=O)C)C